2-chloro-6-[(4-methoxyphenyl)-methyl]-7-methyl-7H-pyrrolo[3,4-b]pyridin-5-one ClC1=CC=C2C(=N1)C(N(C2=O)CC2=CC=C(C=C2)OC)C